N,N'-di(2-naphthyl)para-phenylenediamine C1=C(C=CC2=CC=CC=C12)NC1=CC=C(C=C1)NC1=CC2=CC=CC=C2C=C1